2-Bromo-1-fluoro-4-(trifluoromethyl)benzene BrC1=C(C=CC(=C1)C(F)(F)F)F